ClC1=CC2=C(N(C(C(N2C)=O)=O)C2CCN(CC2)C2=NC=C(C=N2)CN2CC(CC2)(F)F)N=C1 7-Chloro-4-(1-(5-((3,3-difluoropyrrolidin-1-yl)methyl)pyrimidin-2-yl)piperidin-4-yl)-1-methyl-1,4-dihydropyrido[2,3-b]pyrazine-2,3-dione